BrC=1SC=C(N1)NC(OC(C)(C)C)=O tert-butyl N-(2-bromothiazole-4-yl)carbamate